BrC1=CC(=NC=C1OCOC)C 4-bromo-5-(methoxymethoxy)-2-methylpyridine